S(C)(=O)(=O)O.C(C)(=O)O[C@@H]1CC2=CC[C@H]3[C@@H]4CC=C([C@@]4(C)CC[C@@H]3[C@]2(CC1)C)C=1C=NC=CC1 3β-acetoxy-17-(3-pyridyl)androsta-5,16-diene mesylate salt